6-((4-hydroxybutyl)(6-(((tetradecan-7-yloxy)carbonyl)oxy)hexyl)amino)hexyl 2-hexyldecanoate C(CCCCC)C(C(=O)OCCCCCCN(CCCCCCOC(=O)OC(CCCCCC)CCCCCCC)CCCCO)CCCCCCCC